tert-butyl (1S,4S,5S)-4-cyano-2,6-diazabicyclo[3.2.0]heptane-2-carboxylate C(#N)[C@H]1CN([C@H]2CN[C@@H]12)C(=O)OC(C)(C)C